C(C=C)N(C)CC1=CC=C(C=C1)S(=O)(N)=NC(NC1=C2CCCC2=CC=2CCCC12)=O 4-((Allyl(methyl)amino)-methyl)-N'-(1,2,3,5,6,7-hexahydro-s-indacen-4-ylcarbamoyl)benzene-sulfonimidamide